(+/-)-N5-((1S,2S)-2-(methoxymethyl)cyclopropyl)-N7,3-dimethyl-3-phenyl-2,3-dihydrobenzofuran-5,7-dicarboxamide COC[C@@H]1[C@H](C1)NC(=O)C=1C=C(C2=C([C@](CO2)(C2=CC=CC=C2)C)C1)C(=O)NC |&1:14|